(R)-3-methyl-4-(4-(1-methyl-1H-pyrazol-5-yl)-7-(1H-pyrazol-5-yl)-5-vinylimidazo[1,5-b]pyridazin-2-yl)morpholine C[C@H]1N(CCOC1)C=1C=C(C=2N(N1)C(=NC2C=C)C2=CC=NN2)C2=CC=NN2C